(S)-N-methyl-6-(trifluoromethyl)-2,3-dihydrobenzo[b]thiophen-3-amine CN[C@H]1C2=C(SC1)C=C(C=C2)C(F)(F)F